1-benzyl 2-methyl (2R,5R)-3-((4-methoxybenzyl)imino)-5-methylpyrrolidine-1,2-dicarboxylate COC1=CC=C(CN=C2[C@@H](N([C@@H](C2)C)C(=O)OCC2=CC=CC=C2)C(=O)OC)C=C1